C(CCC)N1C2=C(N=C(C1=O)Cl)N=CC(=C2)C 1-butyl-3-chloro-7-methyl-pyrido[2,3-b]Pyrazin-2-one